(R)-3-((S)-3-(4-(4-aminopiperidin-1-yl)phenyl)-1-(tert-butoxy)-1-oxopropan-2-yl)pyrrolidine-1-carboxylic acid tert-butyl ester C(C)(C)(C)OC(=O)N1C[C@H](CC1)[C@@H](C(=O)OC(C)(C)C)CC1=CC=C(C=C1)N1CCC(CC1)N